4-tertiary butyl-2-phenylphenol C(C)(C)(C)C1=CC(=C(C=C1)O)C1=CC=CC=C1